ClC1=NC(=C2C(=N1)N(N=C2)[C@H]2[C@@H]([C@@H]([C@H](O2)COCP(OCOC(=O)OCCOC)(=O)OCOC(=O)OCCOC)O)O)NC2CCCC2 bis({[(2-methoxyethoxy)carbonyl]oxy}methyl) {[(2R,3S,4R,5R)-5-[6-chloro-4-(cyclopentylamino)-1H-pyrazolo[3,4-d]pyrimidin-1-yl]-3,4-dihydroxyoxolan-2-yl]methoxy}methanephosphonate